C(C)(C)(C)OC(=S)N1CC2(C1)CC(C2)OC 6-Methoxy-2-azaspiro[3.3]heptane-2-thiocarboxylic acid O-tert-butyl ester